NC1=CC(=C(C#N)C(=C1)C)Cl 4-amino-2-chloro-6-methylbenzonitrile